NC(CC(=O)O)=N 3-amino-3-iminopropionic acid